ClC1=C(C=CC=C1)S(=O)(=O)NC1=C(C=C(C=C1)C=1C=C2C=NC(=NC2=CC1)N[C@@H]1CNCCC1)F (S)-2-chloro-N-(2-fluoro-4-(2-(piperidin-3-yl-amino)quinazolin-6-yl)phenyl)benzene-sulfonamide